COC1=C2C(=CNC2=CC=C1)CCNC(C)=O N-(2-(4-methoxy-1H-indol-3-yl)ethyl)acetamide